ClC=1C=CC(=C(C1)C1=CC(=C(N=N1)C)NC1=CC(=NC=C1)NC(CN1CCN(CC1)C)=O)F N-(4-{[6-(5-Chloro-2-Fluorophenyl)-3-Methylpyridazin-4-yl]Amino}Pyridin-2-yl)-2-(4-Methylpiperazin-1-yl)Acetamid